C(CCC)SSCCO 2-(butyldisulfanyl)ethane-1-ol